CNC=1C=CC=2N(C1)C(=CN2)C=2C=C1C(=CN2)NC=C1 N-methyl-3-(1H-pyrrolo[2,3-c]pyridin-5-yl)imidazo[1,2-a]pyridin-6-amine